6-methoxyquinolin-3-amine COC=1C=C2C=C(C=NC2=CC1)N